2H-Naphthopyran C1CCOC2=C1C1=CC=CC=C1C=C2